ClC1=C(C=C(C(=O)N2CCC(CC2)OC2CCN(CC2)C(=O)OC(C)(C)C)C=C1)N1C(NC(CC1)=O)=O tert-Butyl 4-((1-(4-chloro-3-(2,4-dioxotetrahydropyrimidin-1(2H)-yl)benzoyl)piperidin-4-yl)oxy)piperidine-1-carboxylate